(1r,4r)-4-((2-(6'-carbamoyl-6-chloro-2'-fluoro-3'-(2-methoxyethoxy)-[1,1'-biphenyl]-3-yl)-2-phenylethyl)amino)cyclohexane-1-carboxylic acid trifluoroacetate FC(C(=O)O)(F)F.C(N)(=O)C1=CC=C(C(=C1C1=CC(=CC=C1Cl)C(CNC1CCC(CC1)C(=O)O)C1=CC=CC=C1)F)OCCOC